4-[[(1R)-1-[3,6-Dimethyl-2-(2-methylindazol-5-yl)-4-oxo-chromen-8-yl]-ethyl]amino]-6-methyl-2-oxo-1H-pyridine-3-carboxylic acid CC1=C(OC2=C(C=C(C=C2C1=O)C)[C@@H](C)NC1=C(C(NC(=C1)C)=O)C(=O)O)C1=CC2=CN(N=C2C=C1)C